N-(3-isopropylphenyl)-4-(methylsulfonyl)-2-(6-azaspiro[2.5]octan-6-yl)benzamide C(C)(C)C=1C=C(C=CC1)NC(C1=C(C=C(C=C1)S(=O)(=O)C)N1CCC2(CC2)CC1)=O